CN1N=C(N=N1)C=1C=C(C(=O)N[C@@H]2CNCC2)C=CC1 3-(2-methyltetrazol-5-yl)-N-[(3S)-pyrrolidin-3-yl]benzamide